N-(2-aminoethyl)-6-(4-fluorophenyl)-N-(piperidin-4-yl)-1H-indole-2-carboxamide hydrogen chloride salt Cl.NCCN(C(=O)C=1NC2=CC(=CC=C2C1)C1=CC=C(C=C1)F)C1CCNCC1